C1(CCC1)N1C(NC2=CC(=CC=C2C1=O)CN1CCN(CC1)C=1C=CC(=NC1F)C(=O)NC)=O 5-(4-((3-cyclobutyl-2,4-dioxo-1,2,3,4-tetrahydroquinazolin-7-yl)methyl)piperazin-1-yl)-6-fluoro-N-methylpicolinamide